C(C)(C)(C)C=1C=NN(C1)C1=C(C(=O)O)C=C(C=C1)NC(=O)C1(CC1)C1=C(C=C(C=C1)C(F)(F)F)F 2-(4-tert-Butyl-1H-pyrazol-1-yl)-5-[({1-[2-fluoro-4-(trifluoromethyl)phenyl]cyclopropyl}carbonyl)amino]benzoic acid